C(C)(C)(C)OC(=O)NC[C@@]1(OC2=C(C1)C(=C(C(=C2)F)Cl)C2=C(C(=NC=C2C(=O)OC)OCCOC2OCCCC2)F)C2=CC=CC=C2 Methyl 4-((2S,4S)-2-(((tert-butoxycarbonyl)amino)methyl)-5-chloro-6-fluoro-2-phenyl-2,3-dihydrobenzofuran-4-yl)-5-fluoro-6-(2-((tetrahydro-2H-pyran-2-yl)oxy)ethoxy)nicotinate